C1(CC1)[C@@H](C)NC=1N=CC2=C(N1)NC=C2C2=CC=1C=NC=CC1S2 (R)-N-(1-cyclopropylethyl)-5-(thieno[3,2-c]pyridin-2-yl)-7H-pyrrolo[2,3-d]pyrimidin-2-amine